NC1C(C(C1(C)C)OC1=C(C(=C(C#N)C=C1)C)C)(C)C 4-(3-amino-2,2,4,4-tetramethyl-cyclobutoxy)-2,3-dimethyl-benzonitrile